CN(C1=C2C=CC=C(C2=CC=C1)S(=O)(=O)NCCCCCC(=O)ON1C(CCC1=O)=O)C 6-((5-Dimethylaminonaphthalene-1-Sulfonyl)amino)Hexanoic Acid, Succinimidyl Ester